CN(C(=O)CCNC(=O)C1=CC2=C(N(C(=N2)NC=2SC3=C(N2)C=CC(=C3)OC(F)(F)F)CC)C=C1)C ethyl-2-(6-trifluoromethoxy-benzothiazol-2-ylamino)-1H-benzimidazole-5-carboxylic acid (2-dimethylcarbamoyl-ethyl)-amide